O=C1NC(CCC1N1C(N(C2=C1C=CC(=C2)C2CCN(CC2)C2CCC(CC2)N2CCC(CC2)NC(OCC2=CC=CC=C2)=O)C)=O)=O Benzyl N-[1-[4-[4-[1-(2,6-dioxo-3-piperidyl)-3-methyl-2-oxo-benzimidazol-5-yl]-1-piperidyl]cyclohexyl]-4-piperidyl]carbamate